ClC1=C(CSC2=NN=C3N2C(=CC(N3)=O)CCC)C=C(C=C1)F 3-[(2-chloro-5-fluorobenzyl)sulfanyl]-5-propyl-[1,2,4]triazolo[4,3-a]pyrimidin-7(8H)-one